1-(1-(5-Bromopyridin-2-yl)-2,2,2-trifluoroethyl)piperazin-2-one hydrochloride Cl.BrC=1C=CC(=NC1)C(C(F)(F)F)N1C(CNCC1)=O